F[C@@H]1C[C@@]2(CCCN2C1)COC1=NC(=C2N(C=NC2=N1)C1CC(C1)OC)N1CC2CCC(C1)N2C(=O)OC(C)(C)C tert-butyl 3-[2-{[(2R,7aS)-2-fluorotetrahydro-1H-pyrrolizin-7a(5H)-yl]methoxy}-7-(3-methoxycyclobutyl)-7H-purin-6-yl]-3,8-diazabicyclo[3.2.1]octane-8-carboxylate